6-amino-8-cyclopentyl-2-[5-(4-fluoro-benzylamino)-pyridin-2-ylamino]-8H-pyrido[2,3-d]Pyrimidin-7-one NC1=CC2=C(N=C(N=C2)NC2=NC=C(C=C2)NCC2=CC=C(C=C2)F)N(C1=O)C1CCCC1